2,2-bis(3-amino-4-hydroxyphenoxyphenyl)propane NC=1C=C(OC2=C(C=CC=C2)C(C)(C)C2=C(C=CC=C2)OC2=CC(=C(C=C2)O)N)C=CC1O